1-(3-(cyanomethoxy)-4-methyl-1-phenyl-1H-pyrazol-5-yl)-3-((3R,4S)-4-phenyl-1-(2,2,2-trifluoroethyl)pyrrolidin-3-yl)urea C(#N)COC1=NN(C(=C1C)NC(=O)N[C@H]1CN(C[C@@H]1C1=CC=CC=C1)CC(F)(F)F)C1=CC=CC=C1